CSC=1C=CC=2C(N(C(C3=CC=CC1C23)=O)CCC(N2CCNCC2)=O)=O 6-(methylthio)-2-(3-oxo-3-(piperazine-1-yl)propyl)-1H-benzo[de]isoquinoline-1,3(2H)-dione